C1=C(C=CC2=CC=CC=C12)OC(C1=CC=CC=C1)=O benzoic acid-2-naphthalenyl ester